3-(2-(Difluoromethyl)pyridin-4-yl)-1-(2-methoxypyrimidin-5-yl)-1-((5-(trifluoromethyl)-1H-pyrazol-3-yl)methyl)urea FC(C1=NC=CC(=C1)NC(N(CC1=NNC(=C1)C(F)(F)F)C=1C=NC(=NC1)OC)=O)F